C[C@@]12C[C@H](N([C@H]2C1)C(CNC(CCCOC1=CC=CC=C1)=O)=O)C(=O)O (1S,3S,5S)-5-methyl-2-((4-phenoxybutanoyl)glycyl)-2-azabicyclo[3.1.0]hexane-3-carboxylic acid